tert-butyl 3-triphenylmethyl-1-vinyl-3,8-diazabicyclo[3.2.1]octan-8-carboxylate C1(=CC=CC=C1)C(N1CC2(CCC(C1)N2C(=O)OC(C)(C)C)C=C)(C2=CC=CC=C2)C2=CC=CC=C2